3-hydroxy-4-phenyl-2-butanone OC(C(C)=O)CC1=CC=CC=C1